4-(cyclohexanecarbonylamino)pyridine-2-carboxamide C1(CCCCC1)C(=O)NC1=CC(=NC=C1)C(=O)N